(2R,3R,4R,5S)-2-(hydroxymethyl)-5-((2-(methylsulfonyl)-6-(trifluoromethyl)pyrimidin-4-yl)amino)tetrahydro-2H-pyran-3,4-diol OC[C@H]1OC[C@@H]([C@H]([C@H]1O)O)NC1=NC(=NC(=C1)C(F)(F)F)S(=O)(=O)C